3-(3-chloro-4-fluorophenyl)-1-(1-(5-methoxypyrido[3,4-b]pyrazin-8-yl)ethyl)-1-methylurea ClC=1C=C(C=CC1F)NC(N(C)C(C)C1=CN=C(C2=NC=CN=C21)OC)=O